N-carboxymethyl-N,N-dimethyldodecylammonium C(=O)(O)C[N+](C)(C)CCCCCCCCCCCC